hex-5-ynyl-amide C(CCCC#C)[NH-]